6-(7-Cyano-2-methyl-2H-indazol-5-yl)-2-(1,2,3,6-tetrahydropyridin-4-yl)-1,3-benzothiazol-4-carbonitril C(#N)C1=CC(=CC2=CN(N=C12)C)C=1C=C2C(N=C(S2)C=2CCNCC2)=C(C1)C#N